tert-butyl 4-(1-(6-(4-(4-chloro-1-methyl-1H-pyrazol-5-yl)piperidin-1-yl)-2-(trifluoromethyl)pyrimidin-4-yl)azetidin-3-yl)piperazine-1-carboxylate ClC=1C=NN(C1C1CCN(CC1)C1=CC(=NC(=N1)C(F)(F)F)N1CC(C1)N1CCN(CC1)C(=O)OC(C)(C)C)C